3-(4-chloro-2-isobutyloxazol-5-yl)-indole ClC=1N=C(OC1C1=CNC2=CC=CC=C12)CC(C)C